(4-amino)benzamide NC1=CC=C(C(=O)N)C=C1